O=C1NC(CCC1N1C(C2=CC=C(C=C2C1=O)N1CC2(CN(C2)CCC(=O)O)C1)=O)=O 3-(6-(2-(2,6-dioxopiperidin-3-yl)-1,3-dioxoisoindolin-5-yl)-2,6-diazaspiro[3.3]heptan-2-yl)propanoic acid